5-methylbenzotriazole CC1=CC2=C(NN=N2)C=C1